2-bromo-3'-isopropyl-1,1'-biphenyl BrC1=C(C=CC=C1)C1=CC(=CC=C1)C(C)C